C(C)OC(=O)C=1C(=NNC1)CCl ethyl-3-(chloromethyl)-1H-pyrazole-4-carboxylate